4,4'-(1,2,4,5-Tetrazine-3,6-diyl)bis(pyridin-3-ol) N1=NC(=NN=C1C1=C(C=NC=C1)O)C1=C(C=NC=C1)O